7-(allyloxy)-2,2-diphenylbenzo[d][1,3]dioxole-5-carbonyl chloride C(C=C)OC1=CC(=CC2=C1OC(O2)(C2=CC=CC=C2)C2=CC=CC=C2)C(=O)Cl